BrC=1C=C(C(=O)Cl)C=CC1C 3-bromo-4-methylbenzoyl chloride